FC1=CC(=NC=C1)C=1C=NC(=NC1)N 5-(4-Fluoropyridin-2-yl)pyrimidin-2-amine